3-(2-chloro-4-fluorophenoxy)-N-(3-(S-methylsulfonimidoyl)phenyl)-6-cyclopropyl-pyridazine-4-carboxamide ClC1=C(OC=2N=NC(=CC2C(=O)NC2=CC(=CC=C2)S(=O)(=N)C)C2CC2)C=CC(=C1)F